N1=C(N=CC2=CC=CC=C12)NC1CCC(CC1)N(C(C)=O)C1=CC=C(C=C1)C=1C=NC(=NC1)OC1CCN(CC1)CC(=O)O 2-(4-((5-(4-(N-((1r,4r)-4-(quinazolin-2-ylamino)cyclohexyl)acetamido)phenyl)pyrimidin-2-yl)oxy)piperidin-1-yl)acetic acid